FC(C1=NN=C(S1)C1=NC=C2N1C=C(C=C2N2CC(NCC2)COC([2H])([2H])[2H])S(=O)(=O)NC2(COC2)C)F 3-(5-(difluoromethyl)-1,3,4-thiadiazol-2-yl)-8-(3-((methoxy-d3)methyl)piperazin-1-yl)-N-(3-methyloxetan-3-yl)imidazo[1,5-a]pyridine-6-sulfonamide